COC=1C(=C2C=CNC2=C(C1)C)CN1CC2CC2CC1C1=CC=C(C(=O)O)C=C1 4-(3-((5-methoxy-7-methyl-1H-indol-4-yl)methyl)-3-azabicyclo[4.1.0]heptan-4-yl)benzoic acid